CC=1C=NC=CC1CC=1N=C(N(C1)COCC[Si](C)(C)C)C=O 4-((3-methylpyridin-4-yl)methyl)-1-((2-(trimethylsilyl)ethoxy)methyl)-1H-imidazole-2-carbaldehyde